2-((1-methyl-1H-imidazol-5-yl)methoxy)-5-(pyridin-2-yl)pyrazine CN1C=NC=C1COC1=NC=C(N=C1)C1=NC=CC=C1